benzo[4,5]thieno[3,2-d]pyrimidin-4(3H)-one N1=CNC(C2=C1C1=C(S2)C=CC=C1)=O